C(C)S(=O)(=O)C1=CC=C(C=C1)NC(=O)N[C@H](C)C=1OC2=C(C1C)C=C(C=C2)F (R)-1-(4-(ethylsulfonyl)phenyl)-3-(1-(5-fluoro-3-methylbenzofuran-2-yl)ethyl)urea